2,2'-(1-(5-(morpholinomethyl)furan-2-yl)propane-1,2-diyl)bis(N-ethylhydrazine-1-thiocarboxamide) O1CCN(CC1)CC1=CC=C(O1)C(C(C)NNC(NCC)=S)NNC(NCC)=S